BrC1=NC=C(C=C1OCCOC1=NC(=CC=C1)Cl)OC 2-bromo-3-(2-((6-chloropyridin-2-yl)oxy)ethoxy)-5-methoxypyridine